7-chloro-4-(methylamino)-1-phenyl-quinazolin-2(1H)-one ClC1=CC=C2C(=NC(N(C2=C1)C1=CC=CC=C1)=O)NC